BrC1=C(C(NC(N1)=S)=O)C 6-bromo-5-methyl-2-thiouracil